O=C1NC(CCC1N1CC2=C(C1=O)C=C(S2)C=2CCN(CC2)C(=O)OC(C)(C)C)=O tert-butyl 4-(5-(2,6-dioxopiperidin-3-yl)-4-oxo-5,6-dihydro-4H-thieno[2,3-c]pyrrol-2-yl)-3,6-dihydropyridine-1(2H)-carboxylate